1-(6-fluoropyridin-3-yl)-3-methyl-1,3-dihydro-2H-imidazo[4,5-b]pyrazin-2-one FC1=CC=C(C=N1)N1C(N(C=2C1=NC=CN2)C)=O